OCCOCCOCCOCCOCCOS(=O)(=O)C1=CC=C(C=C1)C 4-methylbenzenesulfonic acid 14-hydroxy-3,6,9,12-tetraoxatetradecyl ester